C(C)NCC1=CC(=C(C(=C1)OC)OC)OC N-ethyl-(3,4,5-trimethoxyphenyl)methylamine